4-(Dimethylamino)-N-hydroxy-N-(4-((4-propoxyphenyl)amino)benzyl)butanamide CN(CCCC(=O)N(CC1=CC=C(C=C1)NC1=CC=C(C=C1)OCCC)O)C